BrC=1C(=NC(=C(C1)[N+](=O)[O-])\C=C\N(C)C)NC1=C(C=C(C=C1)F)F (E)-3-bromo-N-(2,4-difluorophenyl)-6-(2-(dimethylamino)vinyl)-5-nitropyridin-2-amine